C(C)(CC)NC1=CC=C(C=C1)NC(C)CC 1,4-di-sec-butylaminobenzene